(S)-2-((4-((6-((4-cyano-2-fluorophenoxy)methyl-d2)pyridin-2-yl)oxy)piperidin-1-yl)methyl)-3-(Oxetan-2-ylmethyl)-3H-imidazo[4,5-b]pyridine-5-carboxylic acid C(#N)C1=CC(=C(OC(C2=CC=CC(=N2)OC2CCN(CC2)CC2=NC=3C(=NC(=CC3)C(=O)O)N2C[C@H]2OCC2)([2H])[2H])C=C1)F